C(C)OC(C(N1[C@H](CC[C@@H](C1)C)C1=CC2=CN(N=C2C=C1)C1CCN(CC1)C)=O)=O.O=C(C(=O)N)N1[C@H](CC[C@@H](C1)C)C1=CC2=CN(N=C2C=C1)C1CCN(CC1)C 2-oxo-2-[(2R,5S)-5-methyl-2-[2-(1-methyl-4-piperidyl)indazol-5-yl]-1-piperidyl]acetamide ethyl-2-oxo-2-[(2R,5S)-5-methyl-2-[2-(1-methyl-4-piperidyl)indazol-5-yl]-1-piperidyl]acetate